[Zr].[Ce].CC1=CC=C(C=C1)S(=O)(=O)C#CC1=CC=CC=C1 methyl-4-((PHENYLETHYNYL)sulfonyl)benzene cerium-zirconium